4-hydroxyphenyloxyacetic acid OC1=CC=C(C=C1)OCC(=O)O